[Ca].OC(CC(=O)O)CC(CC)O 3,5-dihydroxyheptanoic acid calcium